bis[3,5-bis(pyridin-3-yl)phenyl]benzene Ethyl-(2S)-2-[4-bromo-2-(4-butoxy-4,5-dihydroisoxazol-3-yl)phenoxy]-3-methylbutanoat C(C)OC([C@H](C(C)C)OC1=C(C=C(C=C1)Br)C1=NOCC1OCCCC)=O.N1=CC(=CC=C1)C=1C=C(C=C(C1)C=1C=NC=CC1)C1=C(C=CC=C1)C1=CC(=CC(=C1)C=1C=NC=CC1)C=1C=NC=CC1